3-(3-bromoimidazo[1,2-b]pyridazin-6-yl)-8-oxa-3-azabicyclo[3.2.1]octane BrC1=CN=C2N1N=C(C=C2)N2CC1CCC(C2)O1